O-(5,9,13-trimethyltetradeca-4-enoyl)glycerol CC(=CCCC(=O)OCC(O)CO)CCCC(CCCC(C)C)C